CCCCNCCCCCCCC 5-azatridecane